Dicyanodiphenyl-ethylene C(#N)C(=C(C1=CC=CC=C1)C#N)C1=CC=CC=C1